[(2R,3S,4R,5R)-3,4-dihydroxy-5-[6-(3-pyridylmethylamino)-purin-9-yl]tetrahydro-furan-2-yl]methoxy-methylphosphonic acid O[C@@H]1[C@H](O[C@H]([C@@H]1O)N1C2=NC=NC(=C2N=C1)NCC=1C=NC=CC1)COCP(O)(O)=O